COC1=NC=NC(=C1C#CC)OC 4,6-dimethoxy-5-(prop-1-yn-1-yl)pyrimidine